CN(C1=CC=C(C=CC2N(C=CC=C2)C)C=C1)C (4-(dimethylamino)styryl)-1-methylpyridine